C(C)C=1C(=C(C=CC1)C(=C)C)CC diethyl-prop-1-en-2-yl-benzene